2-(pyridin-3-yl)thiazole-4-carbohydrazide N1=CC(=CC=C1)C=1SC=C(N1)C(=O)NN